COC1=C(C=NN)C=CC=C1 (2-methoxybenzylidene)hydrazine